6-((4-(1-(2-ethyl-2-fluorobutyl)piperidin-4-yl)-1H-1,2,3-triazol-1-yl)methyl)nicotinohydrazide C(C)C(CN1CCC(CC1)C=1N=NN(C1)CC1=NC=C(C(=O)NN)C=C1)(CC)F